NC=1C(=C(C(=O)OC)C(=CC1C1CC1)F)C methyl 3-amino-4-cyclopropyl-6-fluoro-2-methylbenzoate